6-(6-((4-bromo-2-methoxybenzyl)oxy)pyridin-2-yl)-3-azabicyclo[4.1.0]heptane BrC1=CC(=C(COC2=CC=CC(=N2)C23CCNCC3C2)C=C1)OC